(t-butoxycarbonyl)-L-phenylalanyl-L-cysteine methyl ester COC([C@@H](NC([C@@H](NC(=O)OC(C)(C)C)CC1=CC=CC=C1)=O)CS)=O